FC(C1=NC=C(C=N1)OC=1C=CC(=C2C=CC=NC12)CN)(F)F (8-[{2-(trifluoromethyl)pyrimidin-5-yl}oxy]quinolin-5-yl)methylamine